ClC1=CC=C2C(=N1)C(NC21CCCC1)=O 2'-chlorospiro[cyclopentane-1,5'-pyrrolo[3,4-b]pyridin]-7'(6'H)-one